ClC1=C(C(=CC=C1)Cl)N1C(C(C2=CC=CC=C12)=O)=O N-(2,6-dichlorophenyl)indole-2,3-dione